NC1=NC=CC(=C1)C1=C(C=2C(N(CCC2N1)C)=O)C=1C=NC=CC1 2-(2-aminopyridin-4-yl)-5-methyl-3-(pyridin-3-yl)-1,5,6,7-tetrahydro-4H-pyrrolo[3,2-c]pyridin-4-one